COC1=CC=C(CSC=2C=C3N=CC(N(C3=CC2)C)=O)C=C1 6-((4-methoxybenzyl)thio)-1-methylquinoxalin-2(1H)-one